(S)-1-(7-(3-(2-chloro-6-fluorophenyl)pyrazolo[1,5-a]pyridine-2-carbonyl)-6-methyl-2,7-diazaspiro[3.5]nonan-2-yl)prop-2-en-1-one ClC1=C(C(=CC=C1)F)C=1C(=NN2C1C=CC=C2)C(=O)N2[C@H](CC1(CN(C1)C(C=C)=O)CC2)C